(7R)-3-cyclopropyl-N-(2-fluoro-2-methylpropyl)-7-[[5-[(2-oxo-1H-pyridin-4-yl)oxy]Pyridin-3-yl]amino]-7,8-dihydro-6H-cyclopenta[g]isoquinoline-5-sulfonamide C1(CC1)C=1N=CC=2C=C3C(=C(C2C1)S(=O)(=O)NCC(C)(C)F)C[C@@H](C3)NC=3C=NC=C(C3)OC3=CC(NC=C3)=O